CC1=CC=C(C(=S)CC(C)N2CCOCC2)C=C1 (4-methylthiobenzoyl)-2-morpholinyl-propane